C(C=C)(=O)OCC1CCC(CC1)CO 4-Cyclohexanedimethanol monoacrylate